2,4,5-tricyanoimidazolid C(#N)C=1[N-]C(=C(N1)C#N)C#N